C(C)(C)C=1C(=C(C=CC1)O)C(F)(F)F 3-isopropyl-2-(trifluoromethyl)phenol